N-(2-acetamido-4-((4-(7-fluoro-1H-indol-3-yl)-5-(trifluoromethyl)pyrimidin-2-yl)amino)phenyl)-N-(2-(dimethylamino)ethyl)acetamide C(C)(=O)NC1=C(C=CC(=C1)NC1=NC=C(C(=N1)C1=CNC2=C(C=CC=C12)F)C(F)(F)F)N(C(C)=O)CCN(C)C